2-chloro-3-dimethylamino-1,4-naphthoquinone ClC=1C(C2=CC=CC=C2C(C1N(C)C)=O)=O